FC1=C(C(=O)N[C@@H](C(=O)N2CCC3(CC2)C(C(N(C(C3)=O)C)=O)C3=CC=CC=C3)C(C)C)C=C(C=C1)C(F)(F)F 2-fluoro-N-((2R)-3-methyl-1-(9-methyl-8,10-dioxo-7-phenyl-3,9-diazaspiro[5.5]undecan-3-yl)-1-oxobutan-2-yl)-5-(trifluoromethyl)benzamide